FC(OC1=CC=C(C=O)C=C1)F 4-(Difluoromethoxy)benzaldehyde